[Si](C)(C)(C(C)(C)C)OCCCCC1=C(C(=NC=C1)C(C)C)N 4-((tert-Butyldimethylsilanyloxy)butyl)-2-isopropylpyridin-3-amine